1-(5-bromopyrimidin-2-yl)ethanol BrC=1C=NC(=NC1)C(C)O